4-chloro-N-(3-methoxy-4-((1r,3r)-3-morpholinocyclobutoxy)phenyl)pyrimidin-2-amine ClC1=NC(=NC=C1)NC1=CC(=C(C=C1)OC1CC(C1)N1CCOCC1)OC